NC1=C(C(=O)O)C(=CC(=N1)C1=CC=C(C=C1)C(C)(C)C)C 2-amino-6-(4-(tert-butyl)phenyl)-4-methylnicotinic acid